COC=1C(=CC(=NC1)NC(C)=O)NC1=NC(=NC(=C1)C)C12COC(C1)(C2)C N-(5-methoxy-4-((6-methyl-2-(1-methyl-2-oxabicyclo[2.1.1]hexan-4-yl)pyrimidin-4-yl)amino)pyridin-2-yl)acetamide